C1OC=2C=C(C=CC2O1)O 3,4-methylenediOxyphenol